FC(OC1=C(C2=C(C(CO2)N(C(OC(C)(C)C)=O)C)C=C1)F)F Tert-butyl (6-(difluoromethoxy)-7-fluoro-2,3-dihydrobenzofuran-3-yl)(methyl)carbamate